C(C)(C)(C)C1=CC=C(OCCCCC2=C3C(NC(C3=C3C(=C2)C=C(C=C3)CCCCOC3=CC=C(C=C3)C(C)(C)C)=N)=N)C=C1 4,7-bis(4-(4-(tert-butyl)phenoxy)butyl)-1,3-diiminobenzisoindoline